N(=[N+]=[N-])C1C(N(C=2N(CC1)C=NC2C)C)=O azido-1,9-dimethyl-4,5-dihydro-3H-imidazo[1,5-a][1,3]diazepin-2-one